FC=1C=CC(=NC1)OC 5-fluoro-2-methoxypyridine